2-propyl-heptenol C(CC)C(=CO)CCCCC